bromoacetaldehyde n-butyl 2,3,4-trimethyl-2-cyclopentenyl acetal CC=1C(CC(C1C)C)OC(CBr)OCCCC